N1(N=CN=C1)C1=CC=C(C=C1)C(C)NC1=NC=NC2=CC=CC=C12 N-[1-[4-(1,2,4-triazol-1-yl)phenyl]ethyl]quinazolin-4-amine